6-(2-chloropyrimidin-4-yl)-1-isopropyl-1H-benzo[d]imidazole ClC1=NC=CC(=N1)C=1C=CC2=C(N(C=N2)C(C)C)C1